COC(=O)C1=CN(C(C(=C1)Br)=O)C 5-bromo-1-methyl-6-oxo-1,6-dihydropyridine-3-carboxylic acid methyl ester